S=P(OC)(OC=C(Cl)Cl)OC thiodichlorvos